F[B-](F)(F)F.C12(CC3CC(CC(C1)C3)C2)[N+]2=CN(C=C2)C23CC1CC(CC(C2)C1)C3 1,3-bis(adamantan-1-yl)-1lambda5-imidazol-1-ylium tetrafluoroborate